FC(C1=NNC(=C1[N+](=O)[O-])C(F)(F)F)(F)F 3,5-bis(trifluoromethyl)-4-nitropyrazole